2-chloro-N-(2-(3-(dimethylamino)-1H-pyrazol-1-yl)benzyl)-9-isopropyl-9H-purin-6-amine ClC1=NC(=C2N=CN(C2=N1)C(C)C)NCC1=C(C=CC=C1)N1N=C(C=C1)N(C)C